N-phenyldinaphtho[2,1-b:1',2'-d]furan-5-amine C1(=CC=CC=C1)NC1=CC=2OC3=C(C2C=2C=CC=CC12)C1=CC=CC=C1C=C3